C(C)(C)(C)OC(N(C(C(C(C=C)C)N1C(C=C(C(=C1)OC)C1=C(C=CC(=C1)Cl)C#N)=O)=O)CC=C)=O Allyl-{2-[4-(5-chloro-2-cyanophenyl)-5-methoxy-2-oxopyridin-1(2H)-yl]-3-methylpent-4-enoyl}carbamic acid tert-butyl ester